(S*)-(8-chloro-10,11-dihydrobenzo[6,7]oxepino[3,2-b]pyridin-11-yl)methanamine ClC=1C=CC2=C(C[C@H](C3=NC=CC=C3O2)CN)C1 |o1:7|